2-(2,6-dioxopiperidin-3-yl)-1,3-dioxol O=C1NC(CCC1C1OC=CO1)=O